N-(1-(4-fluorophenyl)piperidin-4-yl)quinazolin-4-amine FC1=CC=C(C=C1)N1CCC(CC1)NC1=NC=NC2=CC=CC=C12